(S)-6-methyl-5-(quinolin-3-yl)-8,9-dihydropyrimido[5,4-b]indolizine-9,9-d2-4,8-diamine hydrochloride Cl.CC1=C[C@@H](C(N2C3=C(C(=C12)C=1C=NC2=CC=CC=C2C1)C(=NC=N3)N)([2H])[2H])N